NC=1C(=C(C=C2C=C(N=CC12)NC(=O)[C@H]1[C@@H](C1)C#N)N1C(OC[C@H]1C)=O)F (trans)-N-(8-amino-7-fluoro-6-((R)-4-methyl-2-oxooxazolidin-3-yl)isoquinolin-3-yl)-2-cyanocyclopropanecarboxamide